ClC=1C=C(C=NC1)[C@@H]1[C@H](C1)C(=O)OC methyl (1S,2S)-2-(5-chloro-3-pyridyl)cyclopropanecarboxylate